C(CCCCCCCCCCC)[N+]1=CNC=C1 3-dodecyl-imidazolium